(Z)-13,16-docosadienoic acid C(CCCCCCCCCCC\C=C/CC=CCCCCC)(=O)O